(6R)-17-Amino-6-hydroxy-12-[(1S)-1-methylpropyl]-6,15-bis(trifluoromethyl)-19-oxa-3,4,12,18-tetrazatricyclo[12.3.1.12,5]nonadeca-1(18),2,4,14,16-pentaen-13-one NC1=CC(=C2C(N(CCCCC[C@@](C3=NN=C(C1=N2)O3)(C(F)(F)F)O)[C@H](CC)C)=O)C(F)(F)F